1,3-diacryloyloxypropane C(C=C)(=O)OCCCOC(C=C)=O